N-cyano-2-(4-methoxyphenyl)benzimidazole choline L-alanine salt N[C@@H](C)C(=O)[O-].OCC[N+](C)(C)C.C(#N)N1C(=NC2=C1C=CC=C2)C2=CC=C(C=C2)OC